N-[2-methyl-5-(thiomorpholine-4-sulfonyl)thiophen-3-yl]-2-{[(4-methylbenzenesulfonyl)carbamoyl]amino}acetamide CC=1SC(=CC1NC(CNC(NS(=O)(=O)C1=CC=C(C=C1)C)=O)=O)S(=O)(=O)N1CCSCC1